N-acetyl-N-(1-(2-chlorophenyl)vinyl)methacrylamide C(C)(=O)N(C(C(=C)C)=O)C(=C)C1=C(C=CC=C1)Cl